C12COCC(CN(C1)C(=O)OC(C)(C)C)N2C(=O)OCC2=CC=CC=C2 O9-benzyl O7-tert-butyl 3-oxa-7,9-diazabicyclo[3.3.1]nonane-7,9-dicarboxylate